CC[C@@H](C)[C@@H]1[C@]2([C@H]3[C@@H](C[C@@](C[C@@H]3[C@@]([C@@]1(C)O)(/C(=C/O)/C2=O)O)(C)O)C)C The molecule is a carbotricyclic compound that is tricyclo[6.2.2.0(2,7)]dodecan-9-one which is substituted by hydroxy groups at positions 1, 4, and 11; by methyl groups at positions 4, 6, 8, and 11; by a hydroxymethylene group at position 10; and by a (2R)-butan-2-yl group at position 12 (the 1S,2S,4R,6R,7S,8R,10Z,11S,12R stereoisomer). A phytotoxin produced by Pleospora betae, the causal fungus of leaf spot disease on sugar beet. It has a role as a fungal metabolite and a phytotoxin. It is a 3-oxo aldehyde, a bridged compound, a carbotricyclic compound and a tertiary alcohol.